propyl-3-methylpyridine p-toluenesulfonate salt CC1=CC=C(C=C1)S(=O)(=O)O.C(CC)C1=NC=CC=C1C